OCCNCCNCCN N-(hydroxyethyl)diethylenetriamine